ClC1=C(C=CC=C1Cl)SC=1SC=2C(=NC(=CC2)N2CCC3(CC2)[C@@H](C2=CC=CC=C2C3)N)N1 (S)-1'-(2-((2,3-dichlorophenyl)thio)thiazolo[4,5-b]pyridin-5-yl)-1,3-dihydrospiro[inden-2,4'-piperidin]-1-amine